BrC1=CC(=C(C=C1F)N1CC(CC1)N(C(OC(C)(C)C)=O)C)[N+](=O)[O-] tert-butyl (1-(4-bromo-5-fluoro-2-nitrophenyl)pyrrolidin-3-yl)(methyl)carbamate